(S)-2-((4-(6-((5-cyanopyridin-2-yl)methoxy)pyridin-2-yl)piperazin-1-yl)methyl)-3-(oxetane-2-ylmethyl)-3H-imidazo[4,5-b]pyridine-5-carboxylic acid C(#N)C=1C=CC(=NC1)COC1=CC=CC(=N1)N1CCN(CC1)CC1=NC=2C(=NC(=CC2)C(=O)O)N1C[C@H]1OCC1